OC(CC(CCCOCCCCCCOCOCOCCCCCCOCCCC(CC(C)O)C)C)C 6-hydroxy-4-methylheptyloxyhexyloxymethyl ether